Sodium Dibromosalicylate Borate B([O-])(O)O.BrC=1C(=C(C(C(=O)O)=CC1)O)Br.[Na+]